N[C@H]1[C@@H](CC(C1)(C)C)OC=1C=C2CN(C(C2=CC1)=O)C1C(NC(CC1)=O)=O 3-(5-(((1R,2R)-2-amino-4,4-dimethylcyclopentyl)oxy)-1-oxoisoindolin-2-yl)piperidine-2,6-dione